(D)-(+)-phenylalaninol N[C@H](CC1=CC=CC=C1)CO